BrC1=CC(=NC(=C1)C)CF 4-bromo-2-(fluoromethyl)-6-methyl-pyridine